C(C)(C)C=1C2=C(C(N(N1)CC(=O)O)=O)SC(=C2)CCC 2-(4-isopropyl-7-oxo-2-propyl-thieno[2,3-d]pyridazin-6-yl)acetic acid